C1N(CC2=CC=CC=C12)CC1=CC(=C(OCC2=CC=C(C=C2)C(C)O)C=C1)S(=O)(=O)C 1-(4-((4-(Isoindolin-2-ylmethyl)-2-(methylsulfonyl)phenoxy)methyl)phenyl)-ethanol